N-(3,3-difluorocyclobutyl)-5-(2-methylimidazo[1,2-b]pyridazin-6-yl)-7H-pyrrolo[2,3-d]pyrimidin-2-amine FC1(CC(C1)NC=1N=CC2=C(N1)NC=C2C=2C=CC=1N(N2)C=C(N1)C)F